FC=1C=[N+](C=C(C1)C(C)(C)F)[O-] 3-fluoro-5-(1-fluoro-1-methyl-ethyl)-1-oxido-pyridin-1-ium